dimethyl-1,4,4a,5,6,10b-hexahydrobenzo[f]quinolin-3(2H)-one CC1(CC(NC2CCC3=C(C12)C=CC=C3)=O)C